4-(3-ethyl-4-((4-fluorobenzyl)amino)-1-methyl-1H-pyrazolo[3,4-d]pyrimidin-6-yl)benzonitrile C(C)C1=NN(C2=NC(=NC(=C21)NCC2=CC=C(C=C2)F)C2=CC=C(C#N)C=C2)C